ClC1=C(C#N)C=CC(=C1)N1CC2(CC1)CCN(CC2)C(C2=CN=C(C=C2)N2CCN(CC2)CC2CN(C2)C=2C=C1C(N(C(C1=CC2)=O)C2C(NC(CC2)=O)=O)=O)=O 2-chloro-4-(8-(6-(4-((1-(2-(2,6-dioxopiperidin-3-yl)-1,3-dioxoisoindolin-5-yl)azetidin-3-yl)methyl)piperazin-1-yl)nicotinoyl)-2,8-diazaspiro[4.5]decan-2-yl)benzonitrile